methyl 6-{1-[(4-fluorobenzene-1-carbonyl)amino]ethyl}-3,4-dihydro-1,5-naphthyridine-1(2H)-carboxylate FC1=CC=C(C=C1)C(=O)NC(C)C=1N=C2CCCN(C2=CC1)C(=O)OC